2-cyclopropyl-4-(2-(2,4-difluorophenoxy)-5-(ethylsulfonylamino)phenyl)-6-methylpyridine 1-oxide C1(CC1)C1=[N+](C(=CC(=C1)C1=C(C=CC(=C1)NS(=O)(=O)CC)OC1=C(C=C(C=C1)F)F)C)[O-]